3,5-dinitrosalicylic acid sodium salt [Na+].[N+](=O)([O-])C1=C(C(C(=O)[O-])=CC(=C1)[N+](=O)[O-])O